6,7-difluoro-2-methyl-11-[[[(3S)-1-(6-nitro-3-pyridyl)-3-piperidyl]amino]methyl]-4-oxa-1-azatricyclo[7.3.1.05,13]trideca-5(13),6,8,11-tetraen-10-one FC=1C=2OCC(N3C=C(C(C(=CC1F)C32)=O)CN[C@@H]3CN(CCC3)C=3C=NC(=CC3)[N+](=O)[O-])C